5-[5-[[(2S)-6,6-dimethylmorpholin-2-yl]methoxy]-2-methyl-4-pyridyl]-N-pyridazin-3-yl-pyrazolo[1,5-a]pyridin-2-amine CC1(O[C@@H](CNC1)COC=1C(=CC(=NC1)C)C1=CC=2N(C=C1)N=C(C2)NC=2N=NC=CC2)C